Tetraisopropyl-titanium oxide [O-2].C(C)(C)[Ti](C(C)C)(C(C)C)C(C)C